tert-Butyl (4-(1-benzyl-3-methyl-2,5-dioxopyrrolidin-3-yl)phenyl)carbamate C(C1=CC=CC=C1)N1C(C(CC1=O)(C)C1=CC=C(C=C1)NC(OC(C)(C)C)=O)=O